C(\C=C/C(=O)O)(=O)O.C(\C=C/C(=O)O)(=O)O.O=C1NC(CCC1N1C(C2=CC=CC=C2C1=O)=O)=O 2-(2,6-dioxo-3-piperidyl)isoindoline-1,3-dione dimaleate